O1C[C@@H](CC2=CC=CC=C12)N (R)-chroman-3-amine